C(C)(C)C1(C=C(C(=O)OCCC)C(=O)OCCC)CC=CC=C1 di-n-propyl (1-isopropylbenzylidene)malonate